N-(6-chloro-5-methyl-pyridazin-3-yl)-2,2-dimethyl-propanamide ClC1=C(C=C(N=N1)NC(C(C)(C)C)=O)C